C(C)(C)N1C(=NN2C(C1=O)=NC=C2C=2C=NNC2)C=2C=C1C=CN(C1=CC2)C 3-Isopropyl-2-(1-methyl-1H-indol-5-yl)-7-(1H-pyrazol-4-yl)imidazo[2,1-f][1,2,4]triazin-4(3H)-one